FC1=CC=2C3=C(C(=NC2C=C1)C)C(N(C3=O)C3=CC=C(C=C3)[N+](=O)[O-])=O 8-fluoro-4-methyl-2-(4-nitrophenyl)-1H,2H,3H-pyrrolo[3,4-c]quinoline-1,3-dione